(S)-2-((1,3-Dioxoisoindolin-2-yl)oxy)-3-(4-(1-(2-morpholinoethyl)-1H-pyrazol-4-yl)phenoxy)propanoic acid tert-butyl ester C(C)(C)(C)OC([C@H](COC1=CC=C(C=C1)C=1C=NN(C1)CCN1CCOCC1)ON1C(C2=CC=CC=C2C1=O)=O)=O